ClC1=C(C(=C(C=C1OC)OC)Cl)C1=CC2=C(N=C(N=C2)NC2=C(C=CC=C2C)NC(C=C)=O)C(=N1)NC1COC1 N-(2-((6-(2,6-dichloro-3,5-dimethoxyphenyl)-8-(oxetan-3-ylamino)pyrido[3,4-d]pyrimidin-2-yl)amino)-3-methylphenyl)acrylamide